Boc-N-[2-(trifluoromethyl)-4-pyridinyl]carbamic acid tert-butyl ester C(C)(C)(C)OC(N(C1=CC(=NC=C1)C(F)(F)F)C(=O)OC(C)(C)C)=O